5-chloro-N-cyclopropyl-2-nitroaniline ClC=1C=CC(=C(NC2CC2)C1)[N+](=O)[O-]